2-(4-((tert-butyldiphenylsilyl)oxy)butoxy)-3-(chloromethyl)pyrazine [Si](C1=CC=CC=C1)(C1=CC=CC=C1)(C(C)(C)C)OCCCCOC1=NC=CN=C1CCl